GERANYL ISOBUTYRATE ((E)-3,7-dimethylocta-2,6-dien-1-yl 2-methylpropanoate) C\C(=C/CC(C(=O)O)(C)C)\CCC=C(C)C.C(C(C)C)(=O)OC\C=C(/C)\CCC=C(C)C